FC1=C(C(=O)N2CCC(CC2)N2CC(C2)(N2N=CC(=C2)C=2C3=C(N=CN2)NC=C3)CC#N)C=CC(=C1)C(F)(F)F {1-{1-[2-fluoro-4-(trifluoromethyl)benzoyl]piperidin-4-yl}-3-[4-(7H-pyrrolo[2,3-d]pyrimidin-4-yl)-1H-pyrazol-1-yl]azetidin-3-yl}acetonitrile